3-(2-fluoro-3-nitrobenzyl)-2-oxo-4-(trifluoromethyl)-3,4-dihydro-2H-benzo[e][1,3]oxazin-7-yl dimethylcarbamate CN(C(OC1=CC2=C(C(N(C(O2)=O)CC2=C(C(=CC=C2)[N+](=O)[O-])F)C(F)(F)F)C=C1)=O)C